F[C@@H](C)C1=NN2C(S1)=NC(=C2)C=2OC1=C(C2)C(=CC(=C1)OC)OCC=1N=C(SC1C)C1(CCOCC1)O (S)-4-(4-(((2-(2-(1-fluoroethyl)imidazo[2,1-b][1,3,4]thiadiazol-6-yl)-6-methoxybenzofuran-4-yl)oxy)methyl)-5-methylthiazol-2-yl)tetrahydro-2H-pyran-4-ol